C(C)(=O)N1[C@@H](CN(C[C@@H]1C)C1=CC=C(C=C1)C=1NC(C2=C(N1)N=C(C=C2OC)OC)=O)C 2-(4-((3R,5S)-4-acetyl-3,5-dimethylpiperazin-1-yl)phenyl)-5,7-dimethoxypyrido[2,3-d]pyrimidin-4(3H)-one